2-bromo-5-fluorobenzonitrile BrC1=C(C#N)C=C(C=C1)F